tert-Butyl (2R,4S)-4-((2-((4-cyano-2-fluorophenoxy)methyl)pyrimidin-4-yl)oxy)-2-(trifluoromethyl)piperidine-1-carboxylate C(#N)C1=CC(=C(OCC2=NC=CC(=N2)O[C@@H]2C[C@@H](N(CC2)C(=O)OC(C)(C)C)C(F)(F)F)C=C1)F